4-(2-((3,5-dimethylisoxazol-4-yl)methoxy)ethoxy)-N-(4-(thiophen-2-yl)thiazol-2-yl)benzamide CC1=NOC(=C1COCCOC1=CC=C(C(=O)NC=2SC=C(N2)C=2SC=CC2)C=C1)C